NC1=CC=C(C=C1)C1=CC(=CC(=C1)C1=CC=C(C=C1)N)C1=CC=C(C=C1)N 1,3,5-tri-(4-aminophenyl)benzene